(2e,6z)-non-2,6-dienenitrile C(\C=C\CC\C=C/CC)#N